FC=1C=C(CNCCCCOC2CN(C2)C2=NC3=C(C4=CN=CC=C24)C=CC(=C3)C(=O)O)C=C(C1)CO 5-(3-(4-((3-fluoro-5-(hydroxymethyl)benzyl)amino)butoxy)azetidin-1-yl)benzo[c][2,6]naphthyridine-8-carboxylic acid